C1(=CC=CC=C1)N(C1=CC=C(C=C1)N1C(=CC=C1C)C)C1=CC=CC=C1 N,N-diphenyl-4-(2,5-dimethyl-1H-pyrrol-1-yl)aniline